C(C1=CC=CC=C1)OC([C@H](C(C)C)N1C([C@]2(CCN(C2)C(=O)OC(C)(C)C)CC1)=O)=O tertbutyl (S)-7-((S)-1-(benzyloxy)-3-methyl-1-oxobutan-2-yl)-6-oxo-2,7-diazaspiro[4.4]nonane-2-carboxylate